methyl 3-tert-butylsulfanyl-4-formyl-benzoate C(C)(C)(C)SC=1C=C(C(=O)OC)C=CC1C=O